F[C@@H]1CN(CC[C@@H]1NC(OC(C)(C)C)=O)S(=O)(=O)C cis-tert-butyl (3-fluoro-1-(methylsulfonyl)piperidin-4-yl)carbamate